(3-(5-((4-chlorophenoxy)methyl)-1,3,4-oxadiazol-2-yl)bicyclo[1.1.1]pentan-1-yl)carbamic acid tert-butyl ester C(C)(C)(C)OC(NC12CC(C1)(C2)C=2OC(=NN2)COC2=CC=C(C=C2)Cl)=O